OC(O)(O)[SiH3] trihydroxymethylsilane